C(C)(C)(C)OC(=O)N1CCC(CC1)S(=O)(=O)C1=CC(=C(C=C1)OC)N1C2CN(CC1CC2)C(C2=C(C=C(C=C2)F)Cl)=O 4-[3-[3-(2-Chloro-4-fluoro-benzoyl)-3,8-diazabicyclo[3.2.1]octane-8-yl]-4-methoxy-phenyl]sulfonylpiperidine-1-carboxylic acid tert-butyl ester